tert-butyl (2-(1,4-dioxaspiro[4.5]decan-8-yl)ethyl)(tetrahydro-2H-pyran-4-yl)carbamate O1CCOC12CCC(CC2)CCN(C(OC(C)(C)C)=O)C2CCOCC2